ferrocenemonoformaldehyde [C-]1(C=CC=C1)C=O.[CH-]1C=CC=C1.[Fe+2]